o-menthane C1(C(CCCC1)C(C)C)C